CC1=CC=C(C=C1)S(=O)(=O)NCC#CC1=CC=C(C=C1)C 4-methyl-N-(3-(p-tolyl)prop-2-yn-1-yl)benzenesulfonamide